4-(4-(4-(((2-(2,6-dioxopiperidin-3-yl)-1,3-dioxoisoindolin-4-yl)thio)methyl)benzyl)piperazin-1-yl)-3-fluorobenzonitrile O=C1NC(CCC1N1C(C2=CC=CC(=C2C1=O)SCC1=CC=C(CN2CCN(CC2)C2=C(C=C(C#N)C=C2)F)C=C1)=O)=O